C(N)(=O)C=1C=C(C=CC1)C1=CC(=CC=C1)C=1N=C(SC1)NC(=O)[C@H]1N(CC1)C(=O)C1=CN(C(=C1)C)S(=O)(=O)C (S)-N-(4-(3'-carbamoyl-[1,1'-biphenyl]-3-yl)thiazol-2-yl)-1-(5-methyl-1-(methylsulfonyl)-1H-pyrrole-3-carbonyl)azetidine-2-carboxamide